diethyl 5-bromopyridin-2-ylphosphonate BrC=1C=CC(=NC1)P(OCC)(OCC)=O